3-(2,2-dimethoxyethyl)urea COC(CNC(N)=O)OC